C(#N)N1C[C@H](CC1)C(=O)NC=1SC(=CN1)C1CCOCC1 (S)-1-cyano-N-(5-(tetrahydro-2H-pyran-4-yl)thiazol-2-yl)pyrrolidine-3-carboxamide